dimethyl-N,N'-dicyclohexylhexanediamine CC(C(NC1CCCCC1)(NC1CCCCC1)C)CCCC